C(C)(C)(C)OC(=O)N1CCN(CC1)C(C1=C(C=C(C=C1)NC(=O)C=1N(C(=CN1)C=1C(=NN(C1)C1=NC=C(C=C1)NC)C(F)(F)F)C)Cl)=O 4-[2-Chloro-4-[[1-methyl-5-[1-[5-(methylamino)-2-pyridyl]-3-(trifluoromethyl)pyrazol-4-yl]imidazole-2-carbonyl]amino]benzoyl]piperazine-1-carboxylic acid tert-butyl ester